5-(3-ethyl-2-methyl-3H-imidazo[4,5-b]pyridin-5-yl)-N-(trans-3-(2-methoxyethoxy)cyclobutyl)pyrrolo[2,1-f][1,2,4]triazin-2-amine C(C)N1C(=NC=2C1=NC(=CC2)C=2C=CN1N=C(N=CC12)N[C@@H]1C[C@H](C1)OCCOC)C